N1=C(C(=CC=C1)C(=O)OCC)C(=O)OCC Diethyl pyridine-2,3-dicarboxylate